ethyl-carbenium C(C)[CH2+]